O=C1NC(CCC1NC1=CC(=C(C(=C1)F)N1CCC(CC1)(O)CC(=O)O)F)=O 2-[1-[4-[[2,6-dioxo-3-piperidyl]amino]-2,6-difluoro-phenyl]-4-hydroxy-4-piperidyl]acetic acid